C(C)(C)(C)C1=NOC(=N1)C(=O)NCC1=C(C=C(C=C1)C1=NN(C2=NC=C(C=C21)C2=CC=C(C=C2)CCO)C(=O)OC(C)(C)C)C tert-butyl 3-(4-((3-(tert-butyl)-1,2,4-oxadiazole-5-carboxamido) methyl)-3-methylphenyl)-5-(4-(2-hydroxyethyl) phenyl)-1H-pyrazolo[3,4-b]pyridine-1-carboxylate